C(C=C)(=O)N1[C@H](CN(CC1)C1=NC(=NC=2C[C@H](CCC12)N1CCCC2=CC=CC=C12)N1C[C@H](CC1)N(C)C)CC#N 2-((S)-1-Acryloyl-4-((S)-7-(3,4-dihydroquinolin-1(2H)-yl)-2-((S)-3-(dimethylamino)pyrrolidin-1-yl)-5,6,7,8-tetrahydroquinazolin-4-yl)piperazin-2-yl)acetonitrile